FC(OC=1C=2N(C=CC1)N=C(C2)[C@H]2N(CCC1=C2N=CN1)C(=O)C=1OC(=NN1)C=1C=NN(C1)C)F (S)-(4-(4-(difluoromethoxy)pyrazolo[1,5-a]pyridin-2-yl)-6,7-dihydro-1H-imidazo[4,5-c]pyridin-5(4H)-yl)(5-(1-methyl-1H-pyrazol-4-yl)-1,3,4-oxadiazol-2-yl)methanone